3-(8-(8-(((3s,5s,7s)-adamantan-1-yl)amino)octyl)-4-oxo-2-(trifluoromethyl)quinazolin-3(4H)-yl)piperidine-2,6-dione C12(CC3CC(CC(C1)C3)C2)NCCCCCCCCC=2C=CC=C3C(N(C(=NC23)C(F)(F)F)C2C(NC(CC2)=O)=O)=O